FC1=CC(=C(C=C1)C1=CC(=CC=C1)C1=NC2=C(N1)C=CC(=C2)CO)C2=NN=CN2C (2-(4'-Fluoro-2'-(4-methyl-4H-1,2,4-triazol-3-yl)-[1,1'-biphenyl]-3-yl)-1H-benzo[d]imidazol-5-yl)methanol